(R)-5-amino-N-((S)-7-bromoisochroman-4-yl)-N,6-dimethyl-6,8-dihydro-1H-furo[3,4-d]pyrrolo[3,2-b]pyridine-2-carboxamide NC1=C2C(=C3C(=N1)C=C(N3)C(=O)N(C)[C@@H]3COCC1=CC(=CC=C31)Br)CO[C@@H]2C